L-valyl-(4R)-4-hydroxy-N-{(1R)-2-hydroxy-1-[4-(4-methyl-1,3-thiazol-5-yl)phenyl]ethyl}-L-prolinamide N[C@@H](C(C)C)C(=O)N1[C@@H](C[C@H](C1)O)C(=O)N[C@@H](CO)C1=CC=C(C=C1)C1=C(N=CS1)C